N1=C(N=C2N=CNC2=C1N)\C(=C/C(=O)OCCC(OCP(=O)(OC(=O)OC(C)C)OC)OCP(=O)(OC)OC(=O)OC(C)C)\C(=O)[O-] (bis(((isopropoxycarbonyl) oxy (methoxy) phosphinyl) methoxy)-propyl) adenineFumarate